ClC=1C=C(C=CC1)C1(CC1)C(=O)N1[C@@H]([C@H]2C([C@H]2C1)(C)C)C(=O)N[C@@H](C[C@H]1C(NCC1)=O)C#N (1R,2S,5S)-3-(1-(3-Chlorophenyl)cyclopropanecarbonyl)-N-((S)-1-cyano-2-((S)-2-oxopyrrolidin-3-yl)ethyl)-6,6-dimethyl-3-azabicyclo[3.1.0]hexane-2-carboxamide